1-phenylvinyl acetate C(C)(=O)OC(=C)C1=CC=CC=C1